C(C)C(=C)C(C)CC 2,3-diethyl-1-butene